C(C)C(CP1(OC2=C(C=C(C=C2C(C)(C)C)C(C)(C)C)CC2=C(C(=CC(=C2)C(C)(C)C)C(C)(C)C)O1)[O-])CCCC 2,2'-Methylenebis(4,6-di-t-butylphenyl) 2-ethylhexylphosphite